N-(benzyloxycarbonyl)-N1-formyltryptophan C(C1=CC=CC=C1)OC(=O)N[C@@H](CC1=CN(C2=CC=CC=C12)C=O)C(=O)O